C(=C)OC(C(C)(C)C)=O vinyl-2,2-dimethylpropionate